1-(4-(2-((tert-butoxycarbonyl)amino)-2-methylpropanoyl)piperazine-1-carbonyl)-3-methyl-1H-imidazole-3-ium iodide [I-].C(C)(C)(C)OC(=O)NC(C(=O)N1CCN(CC1)C(=O)N1C=[N+](C=C1)C)(C)C